C(CCC\C=C/C\C=C/C\C=C/CCCCCCCC)(=O)O (5z,8z,11z)-eicosa-5,8,11-trienoic acid